C(C)N(CCCC)CCCC monoethyldibutylamine